[5-(2,3-difluoro-phenyl)-3-methyl-2,4-dioxo-3,4-dihydro-2H-pyrimidin-1-yl]-acetic acid FC1=C(C=CC=C1F)C=1C(N(C(N(C1)CC(=O)O)=O)C)=O